bis(3-aminophenoxy)propane NC=1C=C(OC(C)(C)OC2=CC(=CC=C2)N)C=CC1